The molecule is a carbotricyclic sesquiterpene obtained from several natural sources, including Australian Tea Tree oil (Melaleuca alternifolia.) It is a sesquiterpene and a carbotricyclic compound. C[C@@H]1CCC2=C(CC[C@@H]3[C@H]([C@H]12)C3(C)C)C